3,3'-dimethyl-4,2'-diaminobiphenyl CC=1C=C(C=CC1N)C1=C(C(=CC=C1)C)N